FC(C#C)(C(F)(F)F)C(F)(F)F 3,4,4,4-tetrafluoro-3-(trifluoromethyl)-1-butyne